C(C1=CC=CC=C1)OC1=NOC(=C1)COC=1C=C(C=C2C(=NC=NC12)NC(C)C=1C=NC(=NC1)C(F)(F)F)C1=CC=C(C=C1)F 8-((3-(benzyloxy)isoxazol-5-yl)methoxy)-6-(4-fluorophenyl)-N-(1-(2-(trifluoromethyl)pyrimidin-5-yl)ethyl)quinazolin-4-amine